FC1=C(C=CC(=C1)C)CO (2-fluoro-4-methyl-phenyl)-methanol